ClC=1C=C(C=CC1F)NC(N([C@H](C)C1=CNC(C2=CC=CC=C12)=O)CC1CC1)=O (R)-3-(3-chloro-4-fluorophenyl)-1-(cyclopropylmethyl)-1-(1-(1-oxo-1,2-dihydroisoquinolin-4-yl)ethyl)urea